CN(CCC=1C=C(NC2=CC=CC=C2)C=CC1[N+](=O)[O-])C 3-(2-(dimethylamino)ethyl)-4-nitro-N-phenylaniline